[I-].N1C=C(C2=CC=CC=C12)/C=C/C1=CC=[N+](C=C1)C 4-[(E)-2-(1H-indol-3-yl)vinyl]-1-methylpyridinium iodide